BrC=1C=C(C=C2C(N(C(=NC12)[C@@H]1N(C(CC1)=O)C(=O)OC(C)(C)C)C1=CC(=C(C=C1)OC)F)=O)C#N tert-butyl (R)-2-(8-bromo-6-cyano-3-(3-fluoro-4-methoxyphenyl)-4-oxo-3,4-dihydroquinazolin-2-yl)-5-oxopyrrolidine-1-carboxylate